C(C)C1=NC(=CC=C1O[C@@H]1C[C@H](CCC1)C(=O)O)C=1N=NN(C1CNC1=NC=CC(=N1)OC)C (1S,3S)-3-((2-ethyl-6-(5-(((4-methoxypyrimidin-2-yl)amino)methyl)-1-methyl-1H-1,2,3-triazol-4-yl)pyridin-3-yl)oxy)cyclohexane-1-carboxylic acid